C1CCC2=C(C=3CCCC3C=C12)N1N=CC(=C1)C(CNC(OCC1=CC=CC=C1)=O)C1=CN=C(S1)C(C)(C)O Benzyl (2-(1-(1,2,3,5,6,7-hexahydro-s-indacen-4-yl)-1H-pyrazol-4-yl)-2-(2-(2-hydroxypropan-2-yl)thiazol-5-yl)ethyl)carbamate